FC(CC1=CC2=C([C@]3(OCC2)C[C@@H](N(CC3)CC(C)O)C)S1)F 1-((2S,4R)-2'-(2,2-difluoroethyl)-2-methyl-4',5'-dihydrospiro[piperidine-4,7'-thieno[2,3-c]pyran]-1-yl)propan-2-ol